2,2-dimethyl-3-(2-methyl-1-propenyl)cyclopropanecarboxylic acid ethyl ester C(C)OC(=O)C1C(C1C=C(C)C)(C)C